4-(4,4-difluoropiperidin-1-yl)-6,7-dihydro-5H-cyclopenta[d]pyrimidin-2-amine FC1(CCN(CC1)C=1C2=C(N=C(N1)N)CCC2)F